6-((S)-2-methyl-pyrrolidine-1-carbonyl)-3,4-dihydro-1H-pyrrolo[2,1-c][1,4]oxazine-8-carboxylic acid [(R)-1-(2-chloro-phenyl)-propyl]-amide ClC1=C(C=CC=C1)[C@@H](CC)NC(=O)C=1C=C(N2C1COCC2)C(=O)N2[C@H](CCC2)C